(R,Z)-N-(1-(9H-fluoren-2-yl)-2-phenylethyl)-4-(trifluoromethyl)benzimidoyl cyanide C1=C(C=CC=2C3=CC=CC=C3CC12)[C@@H](CC1=CC=CC=C1)\N=C(\C1=CC=C(C=C1)C(F)(F)F)/C#N